OC=1N=NC=C(C1)O 3,5-dihydroxypyridazine